FC=1C=C2NC(C=3N(C2=CC1C1=C2C=CNC2=C(C=C1)F)C(=NN3)C)(C)C 7-fluoro-8-(7-fluoro-1H-indol-4-yl)-1,4,4-trimethyl-5H-[1,2,4]triazolo[4,3-a]quinoxaline